6-benzhydryl-11-hydroxy-5-isopropyl-5,6-dihydro-10H-imidazo[1,2-d]pyrido[2,1-f][1,2,4]triazin-10-one C(C1=CC=CC=C1)(C1=CC=CC=C1)N1N2C(C=3N(C1C(C)C)C=CN3)=C(C(C=C2)=O)O